(3R,4R)-1-(cyclopropylsulfonyl)-4-((7-(3,3-dimethylcyclobutyl)-5-fluoropyrrolo[2,1-f][1,2,4]triazin-2-yl)amino)piperidin-3-ol C1(CC1)S(=O)(=O)N1C[C@H]([C@@H](CC1)NC1=NN2C(C=N1)=C(C=C2C2CC(C2)(C)C)F)O